(16S,19S)-17-[1-(4-fluorophenyl)pyrazolo[4,3-c]pyridin-4-yl]-20-oxa-9,14,17,27-tetrazapentacyclo[19.3.1.16,9.116,19.02,7]heptacosa-1(25),2,4,6(27),7,21,23-heptaen-15-one FC1=CC=C(C=C1)N1N=CC=2C(=NC=CC21)N2[C@@H]1C(NCCCCN3C=C4C(C=CC=C4C=4C=CC=C(O[C@H](C2)C1)C4)=N3)=O